2-(methoxy-d3)-6-methylnicotinic acid C(OC1=C(C(=O)O)C=CC(=N1)C)([2H])([2H])[2H]